4-(4-(Phenylethylamino)benzyl)piperazine-1-carboxylic acid tert-butyl ester C(C)(C)(C)OC(=O)N1CCN(CC1)CC1=CC=C(C=C1)NCCC1=CC=CC=C1